(S)-3-chloro-4-(1-phenylethoxy)-N-(1,2,4-thiadiazol-5-yl)benzenesulfonamide ClC=1C=C(C=CC1O[C@@H](C)C1=CC=CC=C1)S(=O)(=O)NC1=NC=NS1